2'-(S-phenylsulfonimidoyl)-1,1':3',1''-terphenyl C1(=CC=CC=C1)S(=O)(=N)C1=C(C=CC=C1C1=CC=CC=C1)C1=CC=CC=C1